((2S,5R)-4-(Bis(4-bromophenyl)methyl)-2,5-dimethylpiperazin-1-yl)-1-(((R)-tetrahydrofuran-2-yl)methyl)-1H-[1,2,3]triazolo[4,5-e][1,2,4]triazolo[4,3-a]pyrimidine BrC1=CC=C(C=C1)C(N1C[C@@H](N(C[C@H]1C)C1=NC=2N(C3=C1N=NN3C[C@@H]3OCCC3)C=NN2)C)C2=CC=C(C=C2)Br